NC1=CC(=NN1C1=CC=C(C=C1)CO)C(C)(C)C (4-(5-Amino-3-(tert-butyl)-1H-pyrazol-1-yl)phenyl)methanol